3-(2-Chloro-6-methyl-4-pyridyl)-2-(3-cyanophenyl)-N-(2-hydroxy-2-methyl-propyl)-N-methyl-pyrazolo[1,5-a]pyrimidine-5-carboxamide ClC1=NC(=CC(=C1)C=1C(=NN2C1N=C(C=C2)C(=O)N(C)CC(C)(C)O)C2=CC(=CC=C2)C#N)C